5-(9-(2,6-dimethoxy-4-(2-methyl-1-oxo-1,2-dihydro-2,7-naphthyridin-4-yl)benzyl)-3,9-Diazaspiro[5.5]undec-3-yl)-N-(2,6-dioxopiperidin-3-yl)pyridinecarboxamide COC1=C(CN2CCC3(CCN(CC3)C=3C=CC(=NC3)C(=O)NC3C(NC(CC3)=O)=O)CC2)C(=CC(=C1)C1=CN(C(C2=CN=CC=C12)=O)C)OC